CN(CCCCCCCCCCCS(=O)(=O)NC(CC(=O)O)CCCCCCCCC)C 3-{N-[3-(dimethylamino)propyl]octane-1-sulfonylamino}dodecanoic acid